C1NC(CC=2C3=CC=CC=C3NC12)C(=O)O 1,2,3,4-tetrahydrobeta-carboline-3-carboxylic acid